COC(=O)C1CC2CC(CC2C1)NCC1=CC=CC=C1 5-(benzylamino)octahydropentalene-2-carboxylic acid methyl ester